methyl (R)-5-((3-((tert-butoxycarbonyl)amino)piperidin-1-yl)methyl)-2-chloronicotinate C(C)(C)(C)OC(=O)N[C@H]1CN(CCC1)CC=1C=NC(=C(C(=O)OC)C1)Cl